(S)-quinuclidin-3-yl (5-(3-fluoro-5-(trifluoromethyl)phenyl)-2,2-dimethyl-2,3-dihydro-1H-inden-1-yl)carbamat FC=1C=C(C=C(C1)C(F)(F)F)C=1C=C2CC(C(C2=CC1)NC(O[C@@H]1CN2CCC1CC2)=O)(C)C